5-(3-(1-(dimethylamino)propyl)-5-((R)-2-methylpyrrolidin-1-yl)phenyl)-3-((1-(1-methylpiperidin-4-yl)-1H-pyrazol-4-yl)oxy)pyrazin-2-amine CN(C(CC)C=1C=C(C=C(C1)N1[C@@H](CCC1)C)C=1N=C(C(=NC1)N)OC=1C=NN(C1)C1CCN(CC1)C)C